(+)-2-(hydroxymethyl)pyrrolidine OCC1NCCC1